N[C@H](CNC(=O)N)C(=O)O D-albizziine